FC1=C(C(=CC=C1)F)C=1OCC(N1)C1=CC=C(CSSC(CC(C)=O)(C)C)C=C1 4-((4-(2-(2,6-Difluorophenyl)-4,5-dihydrooxazol-4-yl)benzyl)disulfaneyl)-4-methylpentan-2-one